N5-(3,4-difluorobenzyl)-N2,3-dihydroxy-4-(hydroxymethyl)pyridine-2,5-dicarboxamide FC=1C=C(CNC(=O)C=2C(=C(C(=NC2)C(=O)NO)O)CO)C=CC1F